[Cl-].[Cl-].C(CC)C1(C=CC=C1)[Hf+2]C1(C=CC=C1)CCC Bis(n-propylcyclopentadienyl)hafnium dichloride